bis((3,4-epoxycyclohexyl) methyl) adipate lead [Pb].C(CCCCC(=O)OCC1CC2C(CC1)O2)(=O)OCC2CC1C(CC2)O1